(1-(tert-butyl)-3-(3-oxocyclobutyl)-1H-pyrazol-5-yl)carbamic acid benzyl ester C(C1=CC=CC=C1)OC(NC1=CC(=NN1C(C)(C)C)C1CC(C1)=O)=O